COC=1C(=C2C=CNC2=C(C1)C)CN1[C@@H](CN(CC1)C1COC1)C1=CC=C(C(=O)O)C=C1 |r| (±)-4-(1-((5-methoxy-7-methyl-1H-indol-4-yl)methyl)-4-(oxetane-3-yl)piperazin-2-yl)benzoic acid